dimethyl (S)-(+)-(6-cyclopropyl-3-methyl-2-oxohex-5-yn-1-yl)phosphonate C1(CC1)C#CC[C@@H](C(CP(OC)(OC)=O)=O)C